COC(=O)C1=CC2=C(S1)C=C(C=C2Br)OC 4-bromo-6-methoxybenzo[b]Thiophene-2-carboxylic acid methyl ester